C(C)C1=CN=C(NC1=O)C12CN(C(C1)C2)C2CCN(CC2)C=2C=CC(=NC2)C(=O)NC 5-(4-(4-(5-ethyl-6-oxo-1,6-dihydropyrimidin-2-yl)-2-azabicyclo[2.1.1]hexan-2-yl)piperidin-1-yl)-N-methylpyridineamide